CCCCCCCCCCCCCCCCCC(=O)N[C@@H](CO)[C@@H](/C=C/CCCCCCCC/C=C\\CCC)O The molecule is a N-acyl-(4E,14Z)-sphingadienine in which the N-acyl group is specified as octadecanoyl. It has a role as a Caenorhabditis elegans metabolite. It is a N-acyl-(4E,14Z)-sphingadienine and a N-stearoyl-sphingoid base. It derives from an octadecanoic acid.